NCCC1=CC(=C(C(=C1)C(C)(C)C)O)C(C)(C)C 4-(2-aminoethyl)-2,6-di-tert-butylphenol